5-(4-chloro-2-fluoro-phenyl)-2,3-dimethyl-7-((2R)-2-(5-methyl-1,2,4-oxadiazol-3-yl)-4-morpholinyl)pyrido-[4,3-d]pyrimidin-4(3H)-one ClC1=CC(=C(C=C1)C1=NC(=CC=2N=C(N(C(C21)=O)C)C)N2C[C@@H](OCC2)C2=NOC(=N2)C)F